[OH-].[OH-].C[N+](C)(C)C.C[N+](C)(C)C tetramethylammonium hydroxide hydroxide